4'-nitro[1,1'-biphenyl]-3,4-dinitrile [N+](=O)([O-])C1=CC=C(C=C1)C1=CC(=C(C=C1)C#N)C#N